C(C)C1=NC(=CC=C1N1C[C@H](CC(C1)(F)F)CC(=O)OC(C)(C)C)C=1N=NN(C1CO)C tert-butyl (S)-2-(1-(2-ethyl-6-(5-(hydroxymethyl)-1-methyl-1H-1,2,3-triazol-4-yl)pyridin-3-yl)-5,5-difluoropiperidin-3-yl)acetate